[N+](=O)([O-])C1=NNC=C1.[C] carbon nitropyrazole